FC(C=1C(=C(C=CC1)[C@@H](C)NC1=CC=NC2=CC=C(C=C12)N1C[C@@H](CC1)N(C)C)F)F N-((R)-1-(3-(difluoromethyl)-2-fluorophenyl)ethyl)-6-((R)-3-(dimethylamino)pyrrolidin-1-yl)quinolin-4-amine